C1(CC1)C1=C(C(=NO1)C1=C(C=NC=C1Cl)Cl)/C=C/C12COC(CC1)(CC2)C(=O)O (E)-4-(2-(5-cyclopropyl-3-(3,5-dichloropyridin-4-yl)isoxazol-4-yl)vinyl)-2-oxabicyclo[2.2.2]octane-1-carboxylic acid